4-(4-(4-(cyclopentylethynyl)phenyl)-3,6-dihydropyridin-1(2H)-yl)-N-hydroxy-2-methyl-2-(methylsulfonyl)butanamide C1(CCCC1)C#CC1=CC=C(C=C1)C=1CCN(CC1)CCC(C(=O)NO)(S(=O)(=O)C)C